N-(2,4-dichloro-6-methylbenzyl)-5-hydroxy-8-oxo-5,6,7,8-tetrahydro-quinoline-5-carboxamide ClC1=C(CNC(=O)C2(C=3C=CC=NC3C(CC2)=O)O)C(=CC(=C1)Cl)C